COC1=CC=C2C(N(C(C2=C1)=O)C1=CC=C(C=C1)I)=C 6-methoxy-3-methylene-2-(4-iodophenyl)isoindolin-1-one